ethylene diethyl diphosphate O1P(OCC1)(=O)OP(=O)(OCC)OCC